Propyl Bisulphate S(OCCC)(O)(=O)=O